(2-(4-((tert-butoxycarbonyl)amino)phenyl)thiazole-5-carbonyl)-L-serine C(C)(C)(C)OC(=O)NC1=CC=C(C=C1)C=1SC(=CN1)C(=O)N[C@@H](CO)C(=O)O